BrC1=C(COC2=CC=C(C3=C2OCO3)CN[C@H](C(=O)N)C)C=CC=C1 (S)-2-{[7-(2-bromobenzyloxy)benzo[d][1,3]dioxol-4-yl]methylamino}propanamide